FC(C(=O)O)(F)F.COC1=C(C=CC(=C1)S(=O)(=O)N1CCOCC1)NC=1N=C(C2=C(N1)NC=C2)NC N2-(2-methoxy-4-(morpholinosulfonyl)phenyl)-N4-methyl-7H-pyrrolo[2,3-d]pyrimidine-2,4-diamine 2,2,2-trifluoroacetate